N-((3S,4R)-3-fluorotetrahydro-2H-pyran-4-yl)-5-(imidazo[1,2-a]pyridin-6-yl)-4-methoxy-7H-pyrrolo[2,3-d]pyrimidin-2-amine F[C@@H]1COCC[C@H]1NC=1N=C(C2=C(N1)NC=C2C=2C=CC=1N(C2)C=CN1)OC